N'-((E)-2-hydroxybenzylidene)benzoyl-hydrazine OC1=C(\C=N\NC(C2=CC=CC=C2)=O)C=CC=C1